ethyl 2-((4-((R)-2-(4-cyano-2-fluorophenyl)-2-methylbenzo[d][1,3]dioxan-4-yl) piperidin-1-yl) methyl)-3-(((S)-oxetan-2-yl) methyl)-3H-thieno[2,3-d]imidazole-5-carboxylate C(#N)C1=CC(=C(C=C1)[C@@]1(OC(C2=C(O1)C=CC=C2)C2CCN(CC2)CC2=NC1=C(N2C[C@H]2OCC2)SC(=C1)C(=O)OCC)C)F